ClOC(C)(C)C tertiarybutyl hypochlorite